C=CCCCCCCCCCCCCCCCCCC(C)C isodocosene